Methyl 4-((5-oxo-5,6,7,8-tetrahydroquinoxalin-2-yl)oxy)butanoate O=C1C=2N=CC(=NC2CCC1)OCCCC(=O)OC